OC(CNC(C1=C(C(C(=O)NCC(CO)O)=C(C(=C1I)N(C(CO)=O)C)I)I)=O)CO N,N'-bis(2,3-dihydroxypropyl)-5-(2-hydroxy-N-methylacetamido)-2,4,6-triiodoisophthalamide